ClC1=C2C(=NC(=N1)N)N(N=C2)CCC(C)C 4-chloro-6-amino-1-isoamyl-pyrazolo[3,4-d]pyrimidine